C(C)(C)(C)C=1C=C(C=C(C1O)C(C)(C)C)N1N=C2C(=N1)C=CC=C2 2-(3,5-di-tert-butyl-4-hydroxyphenyl)benzotriazole